C(C1=CC=CC=C1)N1N=C(N=C1)C(=O)NC1C(N(C=2N(CC1)N=C1C2CS(C1)(=O)=O)C)=O 1-benzyl-N-(1-methyl-9,9-dioxido-2-oxo-1,2,3,4,5,10-hexahydro-8H-thieno[3',4':3,4]pyrazolo[1,5-a][1,3]diazepin-3-yl)-1H-1,2,4-triazole-3-carboxamide